N1-(4-(4-isopropylpiperidin-1-yl)phenyl)cyclohexane-1,4-diamine C(C)(C)C1CCN(CC1)C1=CC=C(C=C1)NC1CCC(CC1)N